SCC[SiH2]OCCC(OC)OC mercaptoethyldimethoxypropoxysilane